2-(naphthalen-1-yl)-1-ethanol C1(=CC=CC2=CC=CC=C12)CCO